(2R,4aR,7R)-3-Acryloyl-12-chloro-7-((dimethylamino)methyl)-10-fluoro-11-(2-fluoro-6-hydroxyphenyl)-2-Methyl-2,3,4,4a,6,7-hexahydro-8-oxa-3,5a,9,13c-tetraazanaphtho[3,2,1-de]anthracene C(C=C)(=O)N1C[C@H]2CN3C[C@H](OC=4N=C5C(=C(C(=CC5=C(C34)N2C[C@H]1C)Cl)C1=C(C=CC=C1O)F)F)CN(C)C